(rac)-1-(4-bromo-5-methyl-1H-pyrazol-3-yl)-3-methylbutan-1,3-diol BrC=1C(=NNC1C)[C@@H](CC(C)(O)C)O |r|